4,4'-dioxobiphenyl O=C1C=CC(C=C1)=C1C=CC(C=C1)=O